OCC(C)N1N=CC(=C1)NC1=NC(=NC=C1)C1=CC=C(C=C1)N1C(NCC1)=O 1-(4-(4-((1-(1-hydroxypropan-2-yl)-1H-pyrazol-4-yl)amino)pyrimidin-2-yl)phenyl)imidazolidin-2-one